(S)-8-(2-amino-6-((R)-2,2,2-trifluoro-1-(4'-fluoro-3'-methyl-3-(3-methyl-1H-pyrazol-1-yl)-[1,1'-biphenyl]-4-yl)ethoxy)pyrimidin-4-yl)-2,8-diazaspiro[4.5]decane-3-carboxylic acid NC1=NC(=CC(=N1)N1CCC2(C[C@H](NC2)C(=O)O)CC1)O[C@@H](C(F)(F)F)C1=C(C=C(C=C1)C1=CC(=C(C=C1)F)C)N1N=C(C=C1)C